BrC1=C(C=NN(C1=O)C)N[C@@H]1C[C@@H](CN(C1)C)C1=CC=C(C(=O)N2CCN(CC2)CC2CCN(CC2)C=2C=C3C(N(C(C3=CC2)=O)C2C(NC(CC2)=O)=O)=O)C=C1 5-[4-[[4-[4-[(3R,5R)-5-[(5-bromo-1-methyl-6-oxo-pyridazin-4-yl)amino]-1-methyl-3-piperidyl]benzoyl]piperazin-1-yl]methyl]-1-piperidyl]-2-(2,6-dioxo-3-piperidyl)isoindoline-1,3-dione